1-(1-methyl-4-oxocyclohexa-2,5-dien-1-yl)hydrazine-1,2-dicarboxylic acid diisopropyl ester C(C)(C)OC(=O)N(NC(=O)OC(C)C)C1(C=CC(C=C1)=O)C